(R)-(4-fluoro-7-(prop-1-en-2-yl)-1-((2-(trimethylsilyl)ethoxy)methyl)-1H-benzo[d]imidazol-2-yl)(5-methyl-7,8-dihydro-1,6-naphthyridin-6(5H)-yl)methanone FC1=CC=C(C=2N(C(=NC21)C(=O)N2[C@@H](C=1C=CC=NC1CC2)C)COCC[Si](C)(C)C)C(=C)C